FC(C(=O)O)(F)F.CN1C=NC2=CC=C(C(=C2C1=O)C)NC=1C(=C(C=CC1F)NS(=O)(=O)N1C[C@@H](CC1)F)F (R)-N-(3-((3,5-dimethyl-4-oxo-3,4-dihydroquinazolin-6-yl)amino)-2,4-difluorophenyl)-3-fluoropyrrolidine-1-sulfonamide trifluoroacetate